N-tert-butyl-2-(6-{5-chloro-2-[(oxan-4-yl)amino]pyrimidin-4-yl}-4-fluoro-1-oxo-2,3-dihydro-1H-isoindol-2-yl)-N-methylacetamide C(C)(C)(C)N(C(CN1C(C2=CC(=CC(=C2C1)F)C1=NC(=NC=C1Cl)NC1CCOCC1)=O)=O)C